6-((3-cyclopropyl-5,8-difluoro-1,4-dioxo-1,4-dihydronaphthalen-2-yl)methyl)-3-(trifluoromethyl)picolinonitrile C1(CC1)C1=C(C(C2=C(C=CC(=C2C1=O)F)F)=O)CC1=CC=C(C(=N1)C#N)C(F)(F)F